O=C(CC=O)[C@@H](O)[C@@H](O)C 3-keto-2,3,6-trideoxy-L-glucose